ClC=1C(=CC(=C(C1)CO)OC)I (5-chloro-4-iodo-2-methoxyphenyl)methanol